(R)-3-Amino-1-(2-((6-amino-9H-purin-9-yl)methyl)-3-bromo-4-(trifluoromethyl)phenyl)-N-cyclopropylpyrrolidin-3-carboxamide N[C@]1(CN(CC1)C1=C(C(=C(C=C1)C(F)(F)F)Br)CN1C2=NC=NC(=C2N=C1)N)C(=O)NC1CC1